tert-butyl 3-{[([(9H-fluorene-9-yl)methoxy]carbonyl)(cyclopropyl) amino] methyl}azetidin-1-carboxylate C1=CC=CC=2C3=CC=CC=C3C(C12)COC(=O)N(C1CC1)CC1CN(C1)C(=O)OC(C)(C)C